4-nitrophenoxy-2,5-di-tert-butyl-nitrobenzene [N+](=O)([O-])C1=CC=C(OC=2C(=C(C=C(C2)C(C)(C)C)[N+](=O)[O-])C(C)(C)C)C=C1